C1(CC1)C1=C(C(=NO1)C1=C(C=CC=C1Cl)Cl)COC1CC2(C1)C[C@H]1CC[C@@H](C2)N1C=1C=C(C(=O)O)C=C(C1)F 3-{(1R,5S)-3'-[(5-cyclopropyl-3-(2,6-dichlorophenyl)isoxazol-4-yl)methoxy]-8-azaspiro[bicyclo[3.2.1]octane-3,1'-cyclobutane]-8-yl}-5-fluorobenzoic acid